(4-(trimethylsilyl)phenyl)boronic acid C[Si](C1=CC=C(C=C1)B(O)O)(C)C